6'-(2-((tert-butyldimethylsilyl)oxy)ethyl)-2'-chloro-2,3,5,6,6',7'-hexahydrospiro[pyran-4,5'-pyrrolo[3,4-b]pyridine] [Si](C)(C)(C(C)(C)C)OCCN1CC2=NC(=CC=C2C12CCOCC2)Cl